1-ethoxy-4-(1-phenethoxyprop-1-en-2-yl)benzene C(C)OC1=CC=C(C=C1)C(=COCCC1=CC=CC=C1)C